(R)-2-((2S,3R)-3-amino-4-(4-bromophenyl)-2-hydroxybutanamido)-2-(3-(trifluoromethoxy)phenyl)acetic acid N[C@@H]([C@@H](C(=O)N[C@@H](C(=O)O)C1=CC(=CC=C1)OC(F)(F)F)O)CC1=CC=C(C=C1)Br